NCCCOCCOCCCSC1=C2CN(C(C2=CC=C1)=O)C1CNCCC1 3-(4-((3-(2-(3-aminopropoxy)ethoxy)propyl)thio)-1-oxoisoindolin-2-yl)piperidine